4-(6-amino-2-chloro-9H-purin-9-yl)-N-[6-(trifluoromethoxy)-1,3-benzothiazol-2-yl]cyclohexanecarboxamide NC1=C2N=CN(C2=NC(=N1)Cl)C1CCC(CC1)C(=O)NC=1SC2=C(N1)C=CC(=C2)OC(F)(F)F